(3s,4r)-1-((4-(3-amino-1-methyl-1H-indazol-5-yl)phenyl)sulfonyl)-4-((5-(trifluoromethyl)pyridin-2-yl)amino)piperidin-3-ol NC1=NN(C2=CC=C(C=C12)C1=CC=C(C=C1)S(=O)(=O)N1C[C@@H]([C@@H](CC1)NC1=NC=C(C=C1)C(F)(F)F)O)C